(S)-2-(2-Methyl-2-azaspiro[3.3]heptan-6-yl)-N-(7-oxo-1-(5-phenyl-1H-imidazol-2-yl)nonyl)acetamid CN1CC2(C1)CC(C2)CC(=O)N[C@@H](CCCCCC(CC)=O)C=2NC(=CN2)C2=CC=CC=C2